4-(2,4,5-trifluorophenyl)butanoate FC1=C(C=C(C(=C1)F)F)CCCC(=O)[O-]